tert-butyl 4-(2-(3-(2-((3-amino-6-(2-hydroxyphenyl)pyridazin-4-yl)oxy)ethyl)phenoxy)ethyl)piperazine-1-carboxylate NC=1N=NC(=CC1OCCC=1C=C(OCCN2CCN(CC2)C(=O)OC(C)(C)C)C=CC1)C1=C(C=CC=C1)O